Decyl methacrylate phosphate P(=O)(O)(O)O.C(C(=C)C)(=O)OCCCCCCCCCC